Bis(4-trifluoromethylphenyl)phosphin FC(C1=CC=C(C=C1)PC1=CC=C(C=C1)C(F)(F)F)(F)F